C(C)(=O)C1=C(C=C(C(=C1F)C#CCO)F)NC(C1=C(C=CC(=C1)C#N)S(=O)(=O)C)=O N-(2-acetyl-3,5-difluoro-4-(3-hydroxyprop-1-yn-1-yl)phenyl)-5-cyano-2-(methylsulfonyl)benzamide